1-(3-((6-((1H-pyrazol-3-yl)amino)-1-isopropyl-1H-pyrrolo[3,2-c]pyridin-4-yl)oxy)pyrrolidin-1-yl)prop-2-en-1-one N1N=C(C=C1)NC1=CC2=C(C(=N1)OC1CN(CC1)C(C=C)=O)C=CN2C(C)C